BrC=1C=C2CC(N(CC2=C(C1)C(CCC1OCCCO1)N[S@@](=O)C(C)(C)C)CC)=O (S)-N-(1-(6-bromo-2-ethyl-3-oxo-1,2,3,4-tetrahydroisoquinolin-8-yl)-3-(1,3-Dioxan-2-yl)propyl)-2-methylpropane-2-sulfinamide